(R)-3-methyl-4-(3-phenylureido)-N-(1-(piperidin-4-yl)ethyl)benzenesulfonamide hydrochloride Cl.CC=1C=C(C=CC1NC(=O)NC1=CC=CC=C1)S(=O)(=O)N[C@H](C)C1CCNCC1